NC1=NC=2C=CC(=CC2C2=C1[C@@H](OC2)C)C(=O)N(CC2=NC=C(C=C2)C(F)(F)F)[C@H]2CC21CCCCC1 (3S)-4-amino-3-methyl-N-((1S)-spiro[2.5]oct-1-yl)-N-((5-(trifluoromethyl)-2-pyridinyl)methyl)-1,3-dihydrofuro[3,4-c]quinoline-8-carboxamide